COC(=O)C1=C(C=CC=2C=C(OC21)C)O.BrC2=CC=CC=1C=3N(C(=NC21)N[C@@H](C(=O)N2CCOCC2)C)N=C(N3)C3=CC=C(C=C3)OC (2R)-2-{[7-bromo-2-(4-methoxyphenyl)[1,2,4]triazolo[1,5-c]quinazolin-5-yl]amino}-1-(morpholin-4-yl)propan-1-one methyl-6-hydroxy-2-methylbenzofuran-7-carboxylate